2-(2-bromo-4-chloro-6-methylphenyl)-1,3-dioxolane BrC1=C(C(=CC(=C1)Cl)C)C1OCCO1